2-(4-(4-methoxybenzyl)piperazin-1-yl)-6-(2-methyl-8-(trifluoromethyl)imidazo[1,2-a]pyridin-6-yl)thiazolo[5,4-d]pyrimidin-7(6H)-one COC1=CC=C(CN2CCN(CC2)C=2SC=3N=CN(C(C3N2)=O)C=2C=C(C=3N(C2)C=C(N3)C)C(F)(F)F)C=C1